2-(2-trimethylsilylethynyl)quinoline-6-carbaldehyde C[Si](C#CC1=NC2=CC=C(C=C2C=C1)C=O)(C)C